Cl.C(#C)C1CC(CCC1)N 3-ethynylcyclohexan-1-amine hydrochloride